BrC=1C=CC=2N(C3=CC=C(C=C3C2C1)Br)CC 3,6-dibromo-9-ethyl-9H-carbazole